(S)-2-(1-aminoethyl)-5-chloro-3-(1H-pyrazol-4-yl)quinazolin-4(3H)-one N[C@@H](C)C1=NC2=CC=CC(=C2C(N1C=1C=NNC1)=O)Cl